4-nitrophenyl (1-(2-chloro-4-fluorophenyl)ethyl)carbamate ClC1=C(C=CC(=C1)F)C(C)NC(OC1=CC=C(C=C1)[N+](=O)[O-])=O